(8-oxa-3-azabicyclo[3.2.1]octan-3-yl)(8-((R)-morpholin-3-yl)6-(7-(trifluoromethyl)-5H-pyrrolo[2,3-b]pyrazin-2-yl)-3,4-Dihydroisoquinolin-2(1H)-yl)methanone C12CN(CC(CC1)O2)C(=O)N2CC1=C(C=C(C=C1CC2)C=2N=C1C(=NC2)NC=C1C(F)(F)F)[C@H]1NCCOC1